FC(S(=O)(=O)OC1=CCC(CC1)OCC1=CC=CC=C1)(F)F 4-(Benzyloxy)cyclohex-1-en-1-yl trifluoromethanesulfonate